methyl 3,3-difluoropyrrolidine-1-carboxylate FC1(CN(CC1)C(=O)OC)F